methyl 1-(2-((tert-butyldimethylsilyl)oxy)ethyl)-3-ethoxy-1H-pyrazole-5-carboxylate [Si](C)(C)(C(C)(C)C)OCCN1N=C(C=C1C(=O)OC)OCC